5-(4-((4-(4-amino-3-(4-phenoxyphenyl)-1H-pyrazolo[3,4-d]pyrimidin-1-yl)cyclohexyl)methyl)Piperazin-1-yl-2,2,3,3,5,5,6,6-d8)-2-(2,6-dioxopiperidin-3-yl)isoindoline NC1=C2C(=NC=N1)N(N=C2C2=CC=C(C=C2)OC2=CC=CC=C2)C2CCC(CC2)CN2C(C(N(C(C2([2H])[2H])([2H])[2H])C=2C=C1CN(CC1=CC2)C2C(NC(CC2)=O)=O)([2H])[2H])([2H])[2H]